(5-(3,5-difluorophenyl)-4,5-dihydro-1H-pyrazol-1-yl)(1-(4-(3-(3-hydroxypropoxy)phenyl)pyridin-2-yl)piperidin-4-yl)methanone FC=1C=C(C=C(C1)F)C1CC=NN1C(=O)C1CCN(CC1)C1=NC=CC(=C1)C1=CC(=CC=C1)OCCCO